(S)-2-(5-cyclopropylpyridin-2-yl)-N-(3-(1-((2-ethyl-2H-pyrazolo[3,4-b]pyrazin-6-yl)amino)ethyl)phenyl)acetamide C1(CC1)C=1C=CC(=NC1)CC(=O)NC1=CC(=CC=C1)[C@H](C)NC=1C=NC=2C(N1)=NN(C2)CC